CS(=O)(=O)[O-].C(C)(=O)C1=C(C=C(C=C1)SC1=CC=C(C=C1)[S+](C1=CC=C(C=C1)SC1=CC(=C(C=C1)C(C)=O)CC)C1=CC=C(C=C1)SC1=CC(=C(C=C1)C(C)=O)CC)CC tris[4-(4-acetyl-3-ethylphenylthio)phenyl]sulfonium methanesulfonate